N-[5-(benzyloxy)pentanoyl]-L-phenylalanine methyl ester COC([C@@H](NC(CCCCOCC1=CC=CC=C1)=O)CC1=CC=CC=C1)=O